N1=CNC(C12CCOCC2)=O 8-oxa-1,3-diazaspiro[4.5]dec-1-en-4-one